(S)-7-((5-Methyl-6-(piperidin-4-yl)pyridin-3-yl)methyl)-N2-(pentan-2-yl)imidazo[2,1-f][1,2,4]-triazin-2,4-diamin CC=1C=C(C=NC1C1CCNCC1)CC1=CN=C2C(=NC(=NN21)N[C@@H](C)CCC)N